C[Si](CCOCN1C=C(C=2C1=NC=CN2)C(=O)O)(C)C 5-((2-(trimethylsilyl)ethoxy)methyl)-5H-pyrrolo[2,3-b]pyrazine-7-carboxylic acid